Cl.FC1=C(C(=CC(=C1)I)F)NN (2,6-difluoro-4-iodophenyl)hydrazine hydrochloride